C(=CC)[Si](CCC#N)(CC)C=CC dipropenyl-ethyl-cyanoethyl-silane